C(C)(=O)C1=CC(=C2C(N(C(C2=C1)=O)CC1=CC=C(C=C1)C#CC(C(C)C)(C(C)C)C(C)C)(OCC1(CC1)CO)C1=CC=C(C=C1)Cl)F 6-acetyl-3-(4-chloro-phenyl)-2-[4-(3,3-diisopropyl-4-methyl-pent-1-ynyl)-benzyl]-4-fluoro-3-(1-hydroxymethyl-cyclopropylmethoxy)-2,3-dihydro-isoindol-1-one